N-(2-(tert-butylamino)-8-(tetrahydro-2H-pyran-4-yl)pyrido[4,3-d]pyrimidin-5-yl)benzamide C(C)(C)(C)NC=1N=CC2=C(N1)C(=CN=C2NC(C2=CC=CC=C2)=O)C2CCOCC2